N-[(1S)-2,2-dimethyl-1-(methylcarbamoyl)propyl]-5-hydroxypentanamide CC([C@@H](C(NC)=O)NC(CCCCO)=O)(C)C